3,3',5,5'-tetrakis(diphenylphosphinomethyl)-1,1'-biphenyl C1(=CC=CC=C1)P(C1=CC=CC=C1)CC=1C=C(C=C(C1)CP(C1=CC=CC=C1)C1=CC=CC=C1)C1=CC(=CC(=C1)CP(C1=CC=CC=C1)C1=CC=CC=C1)CP(C1=CC=CC=C1)C1=CC=CC=C1